N-[2-(dimethylamino)ethyl]-3-[[2-[3-(N'-hydroxycarbamimidoyl)phenyl]-1-(6-methoxy-1,3-benzothiazol-2-yl)ethyl]sulfamoyl]benzamide CN(CCNC(C1=CC(=CC=C1)S(NC(CC1=CC(=CC=C1)C(N)=NO)C=1SC2=C(N1)C=CC(=C2)OC)(=O)=O)=O)C